N1=NC(=NC=C1)N[C@@H]1C[C@H](CC1)NC(OCCCC)=O butyl ((1S,3S)-3-((1,2,4-triazin-3-yl)amino)cyclopentyl)carbamate